N1=C(N=CC=C1)C1(N(CC1)C(=O)[O-])C(=O)N1CCNCC1 pyrimidin-2-yl-piperazine-1-carbonyl-azetidine-1-carboxylate